C(C)(C)(C)OC(N[C@H](CC=O)C1=CC=C(C=C1)Cl)=O (R)-[1-(4-CHLORO-PHENYL)-3-OXO-PROPYL]-CARBAMIC ACID TERT-BUTYL ESTER